5-(((7-(2-Aminopyrimidin-4-yl)-2,3-dihydrofuro[3,2-c]pyridin-4-yl)amino)methyl)-2-fluoro-N-(3-methoxypropyl)benzamide NC1=NC=CC(=N1)C=1C2=C(C(=NC1)NCC=1C=CC(=C(C(=O)NCCCOC)C1)F)CCO2